methyl 6-(benzyloxy)-9-cyclopropyl-[1,2,4]triazolo[5,1-a]isoquinoline-5-carboxylate C(C1=CC=CC=C1)OC1=C(N2C(C3=CC(=CC=C13)C1CC1)=NC=N2)C(=O)OC